ClC=1C=C(C=CC1C)C1=NN(C=C1CC1=CC=C(C=C1)S(N)(=O)=O)C=1SC=C(N1)C(=O)O 2-(3-(3-chloro-4-methylphenyl)-4-(4-sulfamoylbenzyl)-1H-pyrazol-1-yl)thiazole-4-carboxylic acid